(2,4-dichlorothieno[3,2-d]pyrimidin-6-yl)methanol ClC=1N=C(C2=C(N1)C=C(S2)CO)Cl